4-(2-(4-(5-chloro-2-propionylphenyl)-5-methoxy-2-oxopyridin-1(2H)-yl)-3-(1-methyl-1H-pyrazol-3-yl)propionylamino)benzoic acid ClC=1C=CC(=C(C1)C1=CC(N(C=C1OC)C(C(=O)NC1=CC=C(C(=O)O)C=C1)CC1=NN(C=C1)C)=O)C(CC)=O